4-amino-7-[(1SR,4RS)-3-azabicyclo[2.2.1]heptan-3-yl]-1-(2-methylpyrazol-3-yl)pyrido[2,3-d]pyrimidin-2-one NC=1C2=C(N(C(N1)=O)C=1N(N=CC1)C)N=C(C=C2)N2C[C@H]1CC[C@@H]2C1 |r|